C1(OC(C(=C)O1)(C)C)=O 1,1-Dimethyl-2-methyleneethylene carbonate